ClC1=C2C(N3C(=NC2=CC(=C1)Cl)C(C1=CC(=CC=C13)C(=O)O)=O)=O 1,3-dichloro-6,12-dioxo-6,12-dihydroindolo[2,1-b]quinazoline-8-carboxylic acid